methyl 7-bromo-3-methyl-2-oxo-1-((2-(trimethylsilyl)ethoxy)methyl)-2,3-dihydro-1H-benzo[d]imidazole-5-carboxylate BrC1=CC(=CC2=C1N(C(N2C)=O)COCC[Si](C)(C)C)C(=O)OC